CN1CCN(CC1)C1CCN(CC1)C1=CC=CC=C1 4-(4-(4-methylpiperazin-1-yl)piperidin-1-yl)benzene